CCCCCCCCCCCCCCCCCCCCCCCC(=O)OC[C@H](COP(=O)([O-])OCC[N+](C)(C)C)OC(=O)CCCCCCCCC/C=C\CCCCCC 1-tetracosanoyl-2-(11Z-octadecenoyl)-sn-glycero-3-phosphocholine